Cl.ClC=1C=CC(=NC1)[C@@H](C)N1C(=NC2=C1C=CC=C2)N2C[C@H]([C@@H](CC2)F)N (3R,4R)-1-(1-((R)-1-(5-chloropyridin-2-yl)ethyl)-1H-benzo[d]imidazol-2-yl)-4-fluoropiperidin-3-amine hydrochloride